ethyl (2R,3S,E)-5-(4-bromophenyl)-2,3-dihydroxypent-4-enoate BrC1=CC=C(C=C1)/C=C/[C@@H]([C@H](C(=O)OCC)O)O